BrC1=C2C(=C(S1)Br)C(C=1C(=C(SC1CCCCCCCC)CCCCCCCC)C2=O)=O 1,3-dibromo-5,7-bis(octyl)benzo[1,2-C:4,5-C']Dithiophene-4,8-dione